N(=C=O)N=C=O isocyanato(isocyanic acid)